BrC=1C=CC=C2C(C(=COC12)F)(C(=O)OCC1=CC=CC=C1)C benzyl 8-bromo-3-fluoro-4-methyl-chromene-4-carboxylate